3-fluoro-5-{2-[2-(naphthalene-2-sulfonamido)phenyl]ethynyl}pyridine-2-carboxylic acid FC=1C(=NC=C(C1)C#CC1=C(C=CC=C1)NS(=O)(=O)C1=CC2=CC=CC=C2C=C1)C(=O)O